C(N)(SC(C1NCCCC1)=O)=S pipecolyl dithiocarbamate